4-Octyl-itaconic acid CCCC(CCCC)C=C(C(=O)O)CC(=O)O